hexyl-decyl alcohol isostearate C(CCCCCCCCCCCCCCC(C)C)(=O)OC(CCCCCCCCC)CCCCCC